t-butyl 3-((3-((quinoxalin-6-ylmethyl)amino)pyridin-4-yl)oxy)pyrrolidine-1-carboxylate N1=CC=NC2=CC(=CC=C12)CNC=1C=NC=CC1OC1CN(CC1)C(=O)OC(C)(C)C